C(C1=CC=CC=C1)N(C1=CC(=CC(=C1)Cl)Cl)CC1=CC=CC=C1 N,N-dibenzyl-3,5-dichloroaniline